4,4-dihydroxy-8-{[1-(1-oxo-1λ5-pyridine-2-sulfonyl)azetidin-3-yl]oxy}-5-oxa-4-boranuidabicyclo[4.4.0]deca-1(6),7,9-triene-7-carboxylic acid O[B-]1(CCC=2C=CC(=C(C2O1)C(=O)O)OC1CN(C1)S(=O)(=O)C1=N(C=CC=C1)=O)O